2-(difluoromethoxy)pyridin FC(OC1=NC=CC=C1)F